C(C1=CC=CC=C1)(C1=CC=CC=C1)[C@@H]1N2C(C=3N(C1)C(=CN3)C(=O)N(C)C)=C(C(C=C2)=O)O (S)-6-benzhydryl-11-hydroxy-N,N-dimethyl-10-oxo-5,6-dihydro-10H-imidazo[1,2-a]pyrido[2,1-c]pyrazine-3-carboxamide